[Br].C(C)N1CC=CC=C1 N-ethylpyridine bromine salt